C(C)(C)(C)OC1=NC(=CC(=C1)C1=C2C(=NC=C1)NC=C2)C2=C(C=NC=C2)C 4-[2-tert-butoxy-6-(3-methyl-4-pyridinyl)-4-pyridinyl]-1H-pyrrolo[2,3-b]Pyridine